3-(Boc-amino)pyrrolidine hydrochloride Cl.C(=O)(OC(C)(C)C)NC1CNCC1